C(C)(C)OC(=O)N1CCN(CC1)C1=NC=2N(C=C1)N=CC2C2=C(C=C(C=C2)C)OC 4-(3-(2-methoxy-4-methylphenyl)pyrazolo[1,5-a]pyrimidin-5-yl)piperazine-1-carboxylic acid isopropyl ester